NCCCCC#CC=1C=C(CN2C(=C(C3=C2N=CN(C3=N)C3CCC(CC3)O)C3=CC=CC=C3)C3=CC=CC=C3)C=CC1 (1r,4r)-4-(7-(3-(6-aminohex-1-yn-1-yl)benzyl)-4-imino-5,6-diphenyl-4,7-dihydro-3H-pyrrolo[2,3-d]pyrimidin-3-yl)cyclohexan-1-ol